C(C)(C)N1N=C(N=C1C1CCC(CC1)=O)C1=NC(=CC=C1)C(F)(F)F 4-[2-isopropyl-5-[6-(trifluoromethyl)-2-pyridyl]-1,2,4-triazol-3-yl]cyclohexanone